C(C)(=O)N[C@@H](CC1=CN(C2=CC=CC=C12)C)C(=O)O Nα-acetyl-1-methyl-L-tryptophan